[Si](C)(C)(C(C)(C)C)O[C@@H](CS(=O)(=O)Cl)C (R)-2-((tert-butyldimethylsilyl)oxy)propane-1-sulfonyl chloride